ClCC(=O)N1CCC2(N(C(CS2)=O)CC=2OC(=CC2)C2=CC=CC=C2)CC1 8-(2-chloroacetyl)-4-((5-phenylfuran-2-yl)methyl)-1-thia-4,8-diazaspiro[4.5]decan-3-one